CC1=NC=NC=C1C(=O)NCC=1C=C2C(=C(NC2=CC1)C1=NC=NC=C1)C 4-methyl-N-[(3-methyl-2-pyrimidin-4-yl-1H-indol-5-yl)methyl]pyrimidine-5-carboxamide